C(C1CO1)OCCC[Si](OCC)(OCC)OCC gamma-glycidoxypropyl-Triethoxysilane